cerium-cobalt-copper [Cu].[Co].[Ce]